N-(4-(4-amino-7-methyl-5-(4-((4-methylpyrimidin-2-yl)oxy)phenyl)-7H-pyrrolo[2,3-d]pyrimidin-6-yl)-dimethylphenyl)methacrylamide NC=1C2=C(N=CN1)N(C(=C2C2=CC=C(C=C2)OC2=NC=CC(=N2)C)C2=C(C(=C(C=C2)NC(C(=C)C)=O)C)C)C